(S)-2-(2-(1,1-difluoroethyl)-4-((trimethylsilyl)ethynyl)phenoxy)propionic acid FC(C)(F)C1=C(O[C@H](C(=O)O)C)C=CC(=C1)C#C[Si](C)(C)C